Chloro-8,8-difluoro-2-(methylsulfonyl)-5,6,7,8-tetrahydroquinazoline ClC1=NC(=NC=2C(CCCC12)(F)F)S(=O)(=O)C